3-(5-chloro-2-((3-(1-(3-hydroxypropyl)-1H-pyrazol-4-yl)-4-morpholinylphenyl)amino)pyrimidin-4-yl)-1-(ethylsulfonyl)-1H-indol-6-ol ClC=1C(=NC(=NC1)NC1=CC(=C(C=C1)N1CCOCC1)C=1C=NN(C1)CCCO)C1=CN(C2=CC(=CC=C12)O)S(=O)(=O)CC